C(C1=CC=CC=C1)OC1=CC=C2CCCC3(CCC=4C(=NC(=NC4C3)SC)N3CCN(CC3)C(=O)OC(C)(C)C)C2=C1 tert-Butyl 4-(7-(benzyloxy)-2'-(methylthio)-3,4,5',8'-tetrahydro-2H,6'H-spiro[naphthalene-1,7'-quinazolin]-4'-yl)piperazine-1-carboxylate